C(C(=O)C1=CC=CC=C1)OC1=CC=C(C=C1)CN1N=CC(=C1)C(=O)OCC Ethyl 1-{[p-(phenacyloxy)phenyl]methyl}-1H-pyrazole-4-carboxylate